[Cl-].C[N+]1=C(C=CC=C1)C=C N-methyl-vinyl-pyridinium chloride